methyl 2-[(3S)-4-(4-{5-[(4S)-2-amino-3-cyano-4-methyl-6,7-dihydro-5H-1-benzothiophen-4-yl]-1,2,4-oxadiazol-3-yl} pyrimidin-2-yl)-3-methyl-1,4-diazepan-1-yl]acetate NC=1SC2=C(C1C#N)[C@@](CCC2)(C)C2=NC(=NO2)C2=NC(=NC=C2)N2[C@H](CN(CCC2)CC(=O)OC)C